1-((2R,4S)-4-(4-amino-3-((6,7-difluoro-1-methyl-1H-benzo[d]imidazol-5-yl)ethynyl)-1H-pyrazolo[3,4-d]pyrimidin-1-yl)-2-(methoxymethyl)pyrrolidin-1-yl)prop-2-en-1-one NC1=C2C(=NC=N1)N(N=C2C#CC2=CC1=C(N(C=N1)C)C(=C2F)F)[C@H]2C[C@@H](N(C2)C(C=C)=O)COC